C(CCC)C1=CC=C(C=C1)C=1C=C2CC(C(C2=CC1)NC(O[C@@H]1CN2CCC1CC2)=O)(CC)CC (S)-quinuclidin-3-yl (5-(4-butylphenyl)-2,2-diethyl-2,3-dihydro-1H-inden-1-yl)carbamate